C(C)N1N(C(C2=CC=C(C=C12)NC1=CC=C(C=C1)N1CCC(CC1)C(F)(F)F)=O)C 1-Ethyl-2-methyl-6-((4-(4-(trifluoromethyl)piperidin-1-yl)phenyl)amino)-1,2-dihydro-3H-indazol-3-one